C(C)(C)OC=1C=C2CC(C(C2=CC1)=O)=O 5-isopropoxy-1H-indene-1,2(3H)-dione